benzyl 4-(4-(2,6-dichlorobenzamido)-1H-pyrazole-3-carboxamido)piperidine-1-carboxylate ClC1=C(C(=O)NC=2C(=NNC2)C(=O)NC2CCN(CC2)C(=O)OCC2=CC=CC=C2)C(=CC=C1)Cl